tert-butyl 2-[4,7-difluoro-3,3-dimethyl-2-oxo-5-(trifluoromethyl)indol-1-yl]acetate FC1=C2C(C(N(C2=C(C=C1C(F)(F)F)F)CC(=O)OC(C)(C)C)=O)(C)C